FC=1C=C2C=NN(C2=CC1O)C1=CC=C(C=C1)C1=CC(=CC=C1)S(=O)(=O)C 5-Fluoro-1-(3'-(methylsulfonyl)-[1,1'-biphenyl]-4-yl)-1H-indazol-6-ol